CC1=C(C(=C(C2=C1OC3=C(C2=O)C(=C(C=C3)CC=C(C)C)O)O)CC=C(C)C)O The molecule is a member of the class of xanthones that is 9H-xanthen-9-one substituted by hydroxy groups at positions 1,3 and 8, prenyl groups at positions 2 and 7, and a methyl group at position 4. It has a role as a plant metabolite. It is a member of xanthones and a polyphenol.